[N].NC(=O)N urea nitrogen